(2R,4S)-1-[(S)-2-amino-3,3-dimethylbutyryl]-4-hydroxy-N-[(S)-1-(4-(4-methylthiazol-5-yl)phenyl)ethyl]pyrrolidine-2-carboxamide hydrochloride Cl.N[C@H](C(=O)N1[C@H](C[C@@H](C1)O)C(=O)N[C@@H](C)C1=CC=C(C=C1)C1=C(N=CS1)C)C(C)(C)C